4-bromo-5-(5-chloro-2-fluorophenyl)-1-((2-(trimethylsilyl)ethoxy)methyl)-1H-imidazole BrC=1N=CN(C1C1=C(C=CC(=C1)Cl)F)COCC[Si](C)(C)C